NC1=C(C=CC=C1)NCC1=CC=C(CNC(OC(C)(C)C)=O)C=C1 tert-butyl (4-(((2-aminophenyl)amino)methyl)benzyl)carbamate